C(C1CO1)OCC(COCC1CO1)(C)C 1,3-bis(2,3-epoxypropoxy)-2,2-dimethylpropane